methyl-8-{2-[9-(dimethylamino)pentadecyl] cyclopropyl}octanoate COC(CCCCCCCC1C(C1)CCCCCCCCC(CCCCCC)N(C)C)=O